COC1=C(C(=CC=C1)OC)NC(=O)C1=NC(=CC=C1C1C(C2=CC=CC=C2CC1)C=1C=NC=NC1)C(=O)N N2-(2,6-Dimethoxyphenyl)-N6-cis-(1-(pyrimidin-5-yl)-1,2,3,4-tetrahydronaphthalen-2-yl)pyridine-2,6-dicarboxamide